(1R,2S,5S)-3-((S)-3,3-dimethyl-2-(2,2,2-trifluoroacetamido)butanoyl)-6,6-dimethyl-N-((S)-1-oxo-3-((S)-2-oxopyrrolidin-3-yl)propan-2-yl)-3-azabicyclo[3.1.0]hexane-2-carboxamide CC([C@@H](C(=O)N1[C@@H]([C@H]2C([C@H]2C1)(C)C)C(=O)N[C@H](C=O)C[C@H]1C(NCC1)=O)NC(C(F)(F)F)=O)(C)C